Natrium sesquisulfat S(=O)(=O)(O)O.[Na+].S(=O)(=O)([O-])[O-].S(=O)(=O)(O)O.[Na+]